C(#N)CNC(C1=CC=C(C=C1)C1=NC(=NC=C1OC)NC1=CC=C(C=C1)N1CCOCC1)=O N-(cyanomethyl)-4-(5-methoxy-2-(4-morpholinophenyl-amino)pyrimidin-4-yl)benzamide